8-((3R,4R)-4-(3-Cyclopropylphenoxy)-3-methylpiperidin-1-yl)-5-methyl-6-oxo-5,6-dihydro-1,5-naphthyridin-2-carbonitril C1(CC1)C=1C=C(O[C@H]2[C@@H](CN(CC2)C2=CC(N(C=3C=CC(=NC23)C#N)C)=O)C)C=CC1